C(CCC)N1NCC(C1)OC(F)(F)F butyl-4-(trifluoromethoxy)pyrazolidine